5-(4-((7-ethyl-6-oxo-5,6-dihydro-1,5-naphthyridin-3-yl)methyl)piperazin-1-yl)-N-((1S,2R)-2-fluorocyclopropyl)picolinamide C(C)C=1C(NC=2C=C(C=NC2C1)CN1CCN(CC1)C=1C=CC(=NC1)C(=O)N[C@@H]1[C@@H](C1)F)=O